ClCCC(=C(C1=CC=C(C=C1)O)C1=CC=C(C=C1)N1CCC(CC1)CN[C@@H]1CN(CCC1)C=1C=C2C(N(C(C2=CC1)=O)C1C(NC(CC1)=O)=O)=O)C1=CC=CC=C1 5-((S)-3-(((1-(4-(4-chloro-1-(4-hydroxyphenyl)-2-phenylbut-1-en-1-yl)phenyl)piperidin-4-yl)methyl)amino)piperidin-1-yl)-2-(2,6-dioxopiperidin-3-yl)isoindoline-1,3-dione